methyldiphenylbismuth C[Bi](C1=CC=CC=C1)C1=CC=CC=C1